2-Amino-4-(3-((3R)-3-(2-((dimethylamino)methyl)morpholino)pyrrolidin-1-yl)-5-fluoro-7,9-dihydrofuro[3,4-f]quinazolin-6-yl)-7-fluorothieno[3,2-c]pyridine-3-carbonitrile NC1=C(C=2C(=NC=C(C2S1)F)C=1C2=C(C=3C=NC(=NC3C1F)N1C[C@@H](CC1)N1CC(OCC1)CN(C)C)COC2)C#N